N-((1S,2R)-2-(2,3-dihydro-1H-inden-4-yl)-1-(5-oxo-4,5-dihydro-1,3,4-oxadiazol-2-yl)propyl)quinoline-8-sulfonamide C1CCC2=C(C=CC=C12)[C@H]([C@@H](C=1OC(NN1)=O)NS(=O)(=O)C=1C=CC=C2C=CC=NC12)C